Cl.Cl.ClC=1C=CC2=C(CCC=3C(=NC=CC3)C2=C2CCNCC2)C1 8-chloro-11-(piperidin-4-ylidene)-6,11-dihydro-5H-benzo[5,6]cyclohepta[1,2-b]pyridine dihydrochloride